5-(2-(((1R,2S,3S)-2,3-dihydroxycyclopentyl)amino)-2-oxoacetyl)-N-(4-fluoro-3-methylphenyl)-1,2,4-trimethyl-1H-pyrrole-3-carboxamide O[C@H]1[C@@H](CC[C@@H]1O)NC(C(=O)C1=C(C(=C(N1C)C)C(=O)NC1=CC(=C(C=C1)F)C)C)=O